C(#N)C1=C2CC(CC2=CC=C1OCCNC(OC(C)(C)C)=O)C=O tert-Butyl N-[2-[(4-cyano-2-formyl-2,3-dihydro-1H-inden-5-yl)oxy]ethyl]carbamate